rac-(cis)-4-hydroxy-3-methoxy-3-methylpiperidine-1-carboxylic acid tert-butyl ester C(C)(C)(C)OC(=O)N1C[C@]([C@@H](CC1)O)(C)OC